FC(C(=O)O)(F)F.ClC1=CC(=C(C=C1)C1(OC(C2=C(O1)C=CC=C2)C=2CNCC2)C)F 3-(2-(4-chloro-2-fluorophenyl)-2-methylbenzo[d][1,3]dioxan-4-yl)-2,5-dihydro-1H-pyrrole trifluoroacetate salt